CN(C=1C=CC(=NC1)C=1C=C2C(=NC=NC2=C(C1)OC)NCC=1N=NC(=CC1)C)C 6-[5-(Dimethylamino)-2-pyridinyl]-8-methoxy-N-[(6-methylpyridazin-3-yl)methyl]quinazolin-4-amine